N1-(2,4-difluoro-3-{[3-(3-pyridylamino)-6-quinoxalinyl]amino}phenyl)-1-propanesulfonamide FC1=C(C=CC(=C1NC=1C=C2N=C(C=NC2=CC1)NC=1C=NC=CC1)F)NS(=O)(=O)CCC